The molecule is a macrocyclic lactam with oximo amide groups having a -E,Z configuration. Isolated from the marine sponge Ianthella, it has been shown to exhibit calcium channel modulatory activity. It has a role as a metabolite and a calcium channel modulator. It is a cyclic ether, a ketoxime, a lactam, a macrocycle, an organobromine compound and a polyphenol. C1CNC(=O)/C(=N\\O)/CC2=CC(=C(C(=C2)Br)OC3=C(C(=CC(=C3)C/C(=N\\O)/C(=O)NCCC4=CC(=C(C(=C4)Br)O)OC5=C(C=C1C=C5)Br)Br)O)Br